(1-acetyl-2',3',5',6'-tetrahydrospiro[indoline-3,4'-pyran]-6-yl)-N-((4,6-dimethyl-2-carbonyl-1,2-dihydropyridin-3-yl)methyl)-3-(ethyl-(tetrahydro-2H-pyran-4-yl)amino)-2-methylbenzamide C(C)(=O)N1CC2(CCOCC2)C2=CC=C(C=C12)C1=C(C(=C(C(=O)NCC=2C(NC(=CC2C)C)=C=O)C=C1)C)N(C1CCOCC1)CC